2-(3-Benzoylphenyl)propionic acid C(C1=CC=CC=C1)(=O)C=1C=C(C=CC1)C(C(=O)O)C